ClC1=C(OC=2C=CC(=C(C2)S(=O)(=O)NC2(CC2)C(=O)NC)O)C(=CC(=C1)N1N=C(C(NC1=O)=O)C(F)F)Cl 1-[[5-[2,6-dichloro-4-[6-(difluoromethyl)-3,5-dioxo-1,2,4-triazin-2-yl]phenoxy]-2-hydroxy-phenyl]sulfonyl-amino]-N-methyl-cyclopropanecarboxamide